FC1=C(C=CC(=C1)F)N1N=C(N=N1)C(=O)O 2-(2,4-difluorophenyl)tetrazole-5-carboxylic acid